IC1=CC(=C(C=C1C)NC1=CC=C2C(=N1)C=NN2C)OCCOCC#C[Si](C)(C)C N-[4-iodo-5-methyl-2-(2-{[3-(trimethylsilyl)prop-2-yn-1-yl]oxy}ethoxy)phenyl]-1-methylpyrazolo[4,3-b]pyridin-5-amine